1-{4-[4-({(1R)-1-[3-(1,1-difluoroethyl)phenyl]ethyl}amino)-2-methylpyrido[3,4-d]pyrimidin-6-yl]piperazin-1-yl}ethan-1-one FC(C)(F)C=1C=C(C=CC1)[C@@H](C)NC=1C2=C(N=C(N1)C)C=NC(=C2)N2CCN(CC2)C(C)=O